CO[C@H](C(=O)O)N1C2=C(OC(C1=O)(F)F)C=C(C(=C2)C2=C(C(=C(C(=C2F)F)F)F)F)F (R)-2-methoxy-2-(2,2,7-trifluoro-3-oxo-6-(perfluorophenyl)-2,3-dihydro-4H-benzo[b][1,4]oxazin-4-yl)acetic acid